FC1=CC=CC=2NC(=NC21)C=2C=NC=C(C2N2CC(CC2)(N)C)C2=CC(=CC=C2)N2N=CC=C2 1-[3-(4-fluoro-1H-1,3-benzodiazol-2-yl)-5-[3-(1H-pyrazol-1-yl)phenyl]pyridin-4-yl]-3-methylpyrrolidin-3-amine